2-[4-(3-chloro-2-piperazin-1-yl-6-quinolyl)triazol-1-yl]ethanamine ClC=1C(=NC2=CC=C(C=C2C1)C=1N=NN(C1)CCN)N1CCNCC1